di-trimethylol-propane tetraacrylate C(C=C)(=O)O.C(C=C)(=O)O.C(C=C)(=O)O.C(C=C)(=O)O.C(O)C(CC)(CO)CO.C(O)C(CC)(CO)CO